methyl 5-(2-chloro-5-(trifluoromethyl) phenyl)-1-(2-(dimethylamino)-2-oxoethyl)-2-oxo-1,2-dihydropyridine-4-carboxylate ClC1=C(C=C(C=C1)C(F)(F)F)C=1C(=CC(N(C1)CC(=O)N(C)C)=O)C(=O)OC